3,21-di(propan-2-yl)-1,4,7,10,13,16,19,22,25,28,31-undecazacyclotritriacontane CC(C)C1CNCCNCCNCCNCCNC(CNCCNCCNCCNCCNCCN1)C(C)C